N1N=NC2=C1C=CC=C2N 1H-benzotriazoleamine